1,1,3,3-tetrakis(3,5-diphenyl-4-hydroxyphenyl)propaneN C1(=CC=CC=C1)C=1C=C(C=C(C1O)C1=CC=CC=C1)C(=CC(C1=CC(=C(C(=C1)C1=CC=CC=C1)O)C1=CC=CC=C1)C1=CC(=C(C(=C1)C1=CC=CC=C1)O)C1=CC=CC=C1)C1=CC(=C(C(=C1)C1=CC=CC=C1)O)C1=CC=CC=C1